3-(6-(4-(2-(((1r,4r)-4-(4-bromo-3-methylphenoxy)cyclohexyl)oxy)ethyl)piperazin-1-yl)-1-methyl-1H-indazol-3-yl)piperidine-2,6-dione BrC1=C(C=C(OC2CCC(CC2)OCCN2CCN(CC2)C2=CC=C3C(=NN(C3=C2)C)C2C(NC(CC2)=O)=O)C=C1)C